COC=1C=C(C=CC1OC)/C=C/C(=O)OCCOCCNC(=O)OC(C)(C)C 2-(2-((tert-butoxycarbonyl)amino)ethoxy)ethyl (E)-3-(3,4-dimethoxyphenyl)acrylate